(S)-4-((4-(3-(2,4-Difluoro-3-hydroxy-5-(trifluoromethyl)phenyl)-1-methyl-1H-pyrazolo[3,4-d]pyrimidin-6-yl)morpholin-2-yl)methyl)benzonitrile FC1=C(C=C(C(=C1O)F)C(F)(F)F)C1=NN(C2=NC(=NC=C21)N2C[C@@H](OCC2)CC2=CC=C(C#N)C=C2)C